FC(C1=CC(=NC=C1)C(=O)NCC(=O)N1CCC2N(CCC21)C(=O)OC(C)(C)C)(F)F tert-butyl 4-((4-(trifluoromethyl)picolinoyl)glycyl)hexahydropyrrolo[3,2-b]pyrrole-1(2H)-carboxylate